methyl 6-iodo-5-methoxynicotinate IC1=NC=C(C(=O)OC)C=C1OC